dioxaneAL O1C(COCC1)C=O